1,1'-di-N-octyl-4,4'-bipyridinium bromide [Br-].C(CCCCCCC)[N+]1=CC=C(C=C1)C1=CC=[N+](C=C1)CCCCCCCC.[Br-]